5-chloro-2-{[(oxetan-3-ylmethyl)amino]methyl}-7,8-dihydro-6H-spiro[[1,3]oxazolo[5,4-f]quinazoline-9,1'-cyclohexane]-7-one ClC=1C=C2C(=C3C1NC(NC31CCCCC1)=O)OC(=N2)CNCC2COC2